(S)-8-(2,5-dichloropyrimidin-4-yl)-7-methyl-5-oxa-8-azaspiro[3.5]nonane ClC1=NC=C(C(=N1)N1[C@H](COC2(CCC2)C1)C)Cl